FC(OC1=CC=C(CBr)C=C1)(F)F 4-trifluoromethoxybenzyl bromide